C(C)(C)N(C(OC(C)CC(C)OC(N(C(C)C)C(C)C)=O)=O)C(C)C pentane-2,4-diyl bis(diisopropylcarbamate)